rac-5-[4-amino-2-(N-(2-amino-1-methyl-2-oxoethyl)-4-fluoro-anilino)thiazole-5-carbonyl]-N-(cyanomethyl)isoxazole-3-carboxamide NC=1N=C(SC1C(=O)C1=CC(=NO1)C(=O)NCC#N)N(C1=CC=C(C=C1)F)[C@@H](C(=O)N)C |r|